N-(pyridin-2-yl)-N-(thiophen-2-ylmethyl)-2-(p-tolyloxy)propanamide chloromethyl-[1,4'-bipiperidyl]-1'-carboxylate hydrochloride Cl.ClCOC(=O)N1CCC(CC1)N1CCCCC1.N1=C(C=CC=C1)N(C(C(C)OC1=CC=C(C=C1)C)=O)CC=1SC=CC1